CN1N=C2N(C=CC(=C2)C2(CC2)C2=CC=C(C(=O)OC)C=C2)C1=O methyl 4-(1-{2-methyl-3-oxo-[1,2,4]triazolo[4,3-a]pyridin-7-yl}cyclopropyl)benzoate